2-fluoro-4-(((3S,4R)-4-hydroxy-4-(hydroxymethyl)-1-((6-(2,2,2-trifluoroethoxy)pyridazin-3-yl)sulfonyl)pyrrolidin-3-yl)oxy)benzonitrile FC1=C(C#N)C=CC(=C1)O[C@H]1CN(C[C@]1(CO)O)S(=O)(=O)C=1N=NC(=CC1)OCC(F)(F)F